(R)-6-bromo-5-chloro-3-((2-methylidenetetrahydro-1H-pyrrolizin-7a(5H)-yl)methoxy)-7,9-dihydrofuro[3,4-f]quinazoline BrC=1C2=C(C=3C=NC(=NC3C1Cl)OC[C@@]13CCCN3CC(C1)=C)COC2